OC1=CC=C(C=C1)[C@@H](CC(=O)O)C#CC |r| (3R/S)-3-(4-hydroxyphenyl)-hex-4-ynoic acid